9-[5'-(4,6-diphenyl-1,3,5-triazin-2-yl)(1,1':3',1''-terphenyl)-2'-yl]-3,6-diphenyl-9H-carbazole C1(=CC=CC=C1)C1=NC(=NC(=N1)C1=CC=CC=C1)C=1C=C(C(=C(C1)C1=CC=CC=C1)N1C2=CC=C(C=C2C=2C=C(C=CC12)C1=CC=CC=C1)C1=CC=CC=C1)C1=CC=CC=C1